ClC1=CC=C(C=C1)[C@H]1C2C(NC(C1)C2)=O |o1:7| rel-(5R)-5-(4-chlorophenyl)-2-azabicyclo[2.2.1]heptan-3-one